C(CCCCCCCCC)C=1C=C(C=CC1)P(N(P(C1=CC=C(C=C1)CCCCCCCCCC)C1=CC=C(C=C1)CCCCCCCCCC)C1CCCCCCC1)C1=CC(=CC=C1)CCCCCCCCCC N-(bis(3-decylphenyl)phosphaneyl)-N-cyclooctyl-1,1-bis(4-decylphenyl)phosphanamine